BrC1=C(C(=C(C(=O)OC)C=C1)I)F Methyl 4-bromo-3-fluoro-2-iodobenzoate